[N+](=O)([O-])C1=C(C=CC=C1C(=O)O)C1=C(C=CC=C1)OC nitro-2'-methoxybiphenyl-3-formic acid